ClC=1C=C(C=CC1)NC(=O)NC1=CC=C(C=C1)\C=C\C(N1CCC=CC1=O)=O (E)-1-(3-chlorophenyl)-3-(4-(3-oxo-3-(6-oxo-3,6-dihydropyridin-1(2H)-yl)prop-1-en-1-yl)phenyl)urea